O1C(OCC1)C=1C=C(C(=O)O)C=CC1NC(C)=O 3-(1,3-dioxolan-2-yl)-4-acetamidobenzoic acid